1-[10-(3,4-difluorophenyl)-11-isopropyl-2,4,5,10-tetrazatricyclo[7.3.0.03,7]dodeca-1(9),2,5,7,11-pentaen-4-yl]-2,2-dimethyl-propan-1-one FC=1C=C(C=CC1F)N1C=2C=C3C=NN(C3=NC2C=C1C(C)C)C(C(C)(C)C)=O